3-[(4-vinylphenyl)methyl]-1-methyl-1H-imidazolium iodide [I-].C(=C)C1=CC=C(C=C1)C[N+]1=CN(C=C1)C